(R)-6-(3-(5-(3-Hydroxy-1-methyl-2-oxopyrrolidin-3-yl)isoxazol-3-yl)-5-methoxyphenyl)picolinamide O[C@@]1(C(N(CC1)C)=O)C1=CC(=NO1)C=1C=C(C=C(C1)OC)C1=CC=CC(=N1)C(=O)N